FC1=C(C=CC(=N1)NC(C)=O)I N-(6-fluoro-5-iodopyridin-2-yl)acetamide